4-methoxyphenazine COC1=CC=CC2=NC3=CC=CC=C3N=C12